1-((3S,4R)-3-(2-(1-ethyl-1H-pyrazol-4-ylamino)-5-methyl-7H-pyrrolo[2,3-d]pyrimidin-4-ylamino)-4-fluoropiperidin-1-yl)prop-2-en-1-one C(C)N1N=CC(=C1)NC=1N=C(C2=C(N1)NC=C2C)N[C@H]2CN(CC[C@H]2F)C(C=C)=O